(S)-5-amino-1-(2-((2-((1-(3-chloro-2-fluorophenyl)-2-hydroxyethyl)amino)-2-oxoethyl)(cyclopropyl)amino)-2-oxoethyl)-1H-indazole-3-carboxamide NC=1C=C2C(=NN(C2=CC1)CC(=O)N(C1CC1)CC(=O)N[C@H](CO)C1=C(C(=CC=C1)Cl)F)C(=O)N